[2-methyl-3-(trifluoromethyl)benzyl]-6-(morpholin-4-yl)-1H-benzimidazole-4-carboxylic acid CC1=C(CN2C=NC3=C2C=C(C=C3C(=O)O)N3CCOCC3)C=CC=C1C(F)(F)F